O[C@@](CCC=1C(C(=C(C(C1C)=O)C)C)=O)(CC\C=C(\CC\C=C(\CCC=C(C)C)/C)/C)C (6E,10E)-3R-hydroxy-3,7,11,15-tetramethyl-hexadeca-6,10,14-trienyl-3,5,6-trimethylcyclohexa-2,5-diene-1,4-dione